ClC1=CC=C(C=C1)[C@H]1N=C(N[C@H]1C1=CC=C(C=C1)Cl)C1=C(C=C(C=C1)OC)OC(C)C |o1:7,11| rel-(4R,5S)-4,5-bis(4-chlorophenyl)-2-(2-isopropoxy-4-methoxyphenyl)-4,5-dihydro-1H-imidazole